NC1=NC=C(C=C1O[C@@H](C)C=1C=C(C=CC1)NC(C1=CC(=CC=C1)OC(F)(F)F)=O)Cl (S)-N-(3-(1-((2-amino-5-chloropyridin-3-yl)oxy)ethyl)phenyl)-3-(trifluoromethoxy)benzamide